4-((S)-4-propenoyl-2-methylpiperazin-1-yl)-6-fluoro-7-(2-fluoro-6-hydroxyphenyl)-1-(2-isopropyl-6-methylphenyl)pyrido[2,3-d]pyrimidin-2(1H)-one C(C=C)(=O)N1C[C@@H](N(CC1)C=1C2=C(N(C(N1)=O)C1=C(C=CC=C1C)C(C)C)N=C(C(=C2)F)C2=C(C=CC=C2O)F)C